triethyl-glycerol tricarbonate C(=O)(O)OC(=O)OC(=O)O.C(C)C(C(O)(CC)CC)(O)CO